ClCCCCC1(CC(CC1)C1=CC=C(C=C1)C(=O)OC)C(=O)O 1-(4-chlorobutyl)-3-(4-(methoxycarbonyl)phenyl)cyclopentane-1-carboxylic acid